3-(methyl(2-oxo-4-(o-tolyl)-2H-chromen-7-yl)amino)propanoic acid CN(CCC(=O)O)C1=CC=C2C(=CC(OC2=C1)=O)C1=C(C=CC=C1)C